FC1=C(C=C(C=C1)NC(=O)[C@H]1N(CC[C@H]1O)C(=O)OC(C)(C)C)C tert-butyl (2S,3R)-2-((4-fluoro-3-methylphenyl) carbamoyl)-3-hydroxypyrrolidine-1-carboxylate